6-bromo-3-chloro-2-(methylsulfanyl)benzaldehyde BrC1=CC=C(C(=C1C=O)SC)Cl